pyrrolopyrimidone N=1C(N=CC=2C1C=CN2)=O